N-(1-(2-(dimethylamino)ethyl)-5-((4-(1-(trideuteromethyl)-1H-indol-3-yl)pyrimidine-2-yl)amino)-1H-indazol-7-yl)cyclopropanecarboxamide CN(CCN1N=CC2=CC(=CC(=C12)NC(=O)C1CC1)NC1=NC=CC(=N1)C1=CN(C2=CC=CC=C12)C([2H])([2H])[2H])C